P([O-])(=O)(F)F.P([O-])(=O)(F)F.[Li+].[Li+] lithium bis(phosphorodifluoridate)